tert-butyl 6-(3-bromo-2-bromomethyl-propionylamino)-hexanoate BrCC(C(=O)NCCCCCC(=O)OC(C)(C)C)CBr